O(C1=CC=CC=C1)C(C(C=O)C)C=CC(C(C=O)C)OC1=CC=CC=C1 3,6-diphenoxy-2,7-dimethyl-4-octenedial